2-[4-[[3-isopropyl-1-(p-tolylsulfonyl)pyrrolo[3,2-b]pyridin-5-yl]methyl]-3,5-dimethyl-phenyl]-3,5-dioxo-1,2,4-triazine-6-carbonitrile C(C)(C)C1=CN(C=2C1=NC(=CC2)CC2=C(C=C(C=C2C)N2N=C(C(NC2=O)=O)C#N)C)S(=O)(=O)C2=CC=C(C=C2)C